N-(2-{2-[2-(2-hydroxyethoxy)ethoxy]ethoxy}ethyl)-4-nitrobenzamide OCCOCCOCCOCCNC(C1=CC=C(C=C1)[N+](=O)[O-])=O